C(C)(C)(C)OC(=O)NC1(CC(CC1)C)C(=O)O 1-((tert-butoxycarbonyl)amino)-3-methylcyclopentane-1-carboxylic acid